1-(3-(((4,4-bis(octyloxy)butanoyl)oxy)methyl)-5-(((4-(((2-(pyrrolidin-1-yl)ethyl)carbamoyl)oxy)decanoyl)oxy)methyl)benzyl) 8-undecyl octanedioate C(CCCCCCC(=O)OCCCCCCCCCCC)(=O)OCC1=CC(=CC(=C1)COC(CCC(CCCCCC)OC(NCCN1CCCC1)=O)=O)COC(CCC(OCCCCCCCC)OCCCCCCCC)=O